p-hydroxyphenylpropane CCCC1=CC=C(C=C1)O